2-(7,8-difluoro-3-quinolyl)-4-[(6-fluoro-2-pyridyl)methyl]-6,6-dimethyl-4,5-dihydro-1,3-thiazine FC1=CC=C2C=C(C=NC2=C1F)C=1SC(CC(N1)CC1=NC(=CC=C1)F)(C)C